2-deoxy-2-[18F]fluororhamnose [18F][C@@H](C=O)[C@H](O)[C@@H](O)[C@@H](O)C